5-Methyl-3-(4,4,5,5-tetramethyl-1,3,2-dioxaborolan-2-yl)-1H-pyrrolo[2,3-b]pyridine CC=1C=C2C(=NC1)NC=C2B2OC(C(O2)(C)C)(C)C